The molecule is a monosaccharide sulfate consisting of D-glucose having the sulfate group at the 6-position. It derives from a D-glucose. It is a conjugate acid of a D-glucose 6-sulfate(1-). C([C@H]([C@H]([C@@H]([C@H](C=O)O)O)O)O)OS(=O)(=O)O